(5-(tert-Butoxycarbonyl)-4,5-Dihydroisoxazol-3-yl)-2-methoxybenzoic acid C(C)(C)(C)OC(=O)C1CC(=NO1)C=1C(=C(C(=O)O)C=CC1)OC